ClC1=CC(=NC(=C1)OCC1=C(C=C(C=C1)C#N)F)N1CCN(CC1)[C@@H](C)C1=NC2=C(N1C[C@H]1OCC1)C=C(C=C2)C(=O)O 2-((S)-1-(4-(4-chloro-6-((4-cyano-2-fluorobenzyl)oxy)pyridin-2-yl)piperazin-1-yl)ethyl)-1-(((S)-oxetan-2-yl)methyl)-1H-benzo[d]imidazole-6-carboxylic acid